1,3,4,6-tetrapropyloxymethyl-tetrahydro-imidazo[4,5-d]imidazole-2,5-dione C(CC)OCN1C(N(C2C1N(C(N2COCCC)=O)COCCC)COCCC)=O